3-(4-(tert-butyl)-2-methylcyclohex-3-en-1-yl)propanal C(C)(C)(C)C1=CC(C(CC1)CCC=O)C